OC=1C(C=2C(=CC=C3C=CC=C(C1)C23)C2=CC(=C(C(=C2)OC)OC)OC)=O 2-Hydroxy-9-(3,4,5-trimethoxyphenyl)-1H-phenalen-1-one